4-fluoro-5-(1H-imidazol-1-yl)-2-(6-(((1S,3R,5R)-1-methyl-8-azabicyclo[3.2.1]octan-3-yl)thio)-1,2,4-triazin-3-yl)phenol FC1=CC(=C(C=C1N1C=NC=C1)O)C=1N=NC(=CN1)S[C@H]1C[C@@]2(CC[C@H](C1)N2)C